beta-binaphthol C1=CC=C2C(=C1)C=CC(=C2C3=C(C=CC4=CC=CC=C43)O)O